(4-bromopyridin-2-yl)-2-(p-tolyl)acetamide BrC1=CC(=NC=C1)C(C(=O)N)C1=CC=C(C=C1)C